(4S,5R)-1-{4-[(8-{3-[(ethanesulfonyl)meth-yl]azetidin-1-yl}isoquinolin-3-yl)amino]pyrimidin-2-yl}-5-fluoro-3,3-dimethylpiperidin-4-ol C(C)S(=O)(=O)CC1CN(C1)C=1C=CC=C2C=C(N=CC12)NC1=NC(=NC=C1)N1CC([C@@H]([C@@H](C1)F)O)(C)C